trans-2-(1-(cyclohexylsulfonyl)indolin-5-yl)-N-(piperidin-4-ylmethyl)cyclopropylamine C1(CCCCC1)S(=O)(=O)N1CCC2=CC(=CC=C12)[C@H]1[C@@H](C1)NCC1CCNCC1